BrC=1C(=C(C=CC1)NC1=NC=NC2=CC3=C(C=C12)O[C@@H](CO3)CCN3CCCCC3)F |r| (±)-N-(3-Bromo-2-fluorophenyl)-7-[2-(piperidin-1-yl)ethyl]-7,8-dihydro[1,4]dioxino[2,3-g]quinazolin-4-amine